[I-].ClC1=CC=C(C=C1)N1C(=C(C=C1C)C(C[N+]1(CCCCC1)C)=O)C 1-(2-(1-(4-Chlorophenyl)-2,5-dimethyl-1H-pyrrol-3-yl)-2-oxoethyl)-1-methyl-piperidin-1-ium Iodide